Methyl 6-bromo-2-(bromomethyl)nicotinate BrC1=NC(=C(C(=O)OC)C=C1)CBr